NC1=CC(=NC=N1)C1=NN(C=C1NC=1C(=CC(=NC1)C(CC)=O)C)C 1-(5-((3-(6-aminopyrimidin-4-yl)-1-methyl-1H-pyrazol-4-yl)amino)-4-methylpyridin-2-yl)propan-1-one